N,N-dimethyl-1-(5-((trimethylsilyl)ethynyl)furan-2-yl)methylamine CN(C)CC=1OC(=CC1)C#C[Si](C)(C)C